C[C@@H]1C[C@@H](OCC1)C=C(C)C |r| rac-(2r,4s)-4-methyl-2-(2-methylpropan-1-enyl)tetrahydropyran